C(C)(=O)N1CC2(CC(=NO2)C(=O)N2C(CC(C2)F)C(=O)NC(C2=CC=C(C=C2)C(C)C)C2=CC=CC=C2)CC1 1-{7-acetyl-1-oxa-2,7-diazaspiro[4.4]non-2-ene-3-carbonyl}-4-fluoro-N-{phenyl[4-(propan-2-yl)phenyl]methyl}pyrrolidine-2-carboxamide